5-(4-(2-(isopropylamino)-2-oxoethyl)piperazin-1-yl)-7-(trifluoromethyl)thieno[3,2-b]pyridine-3-carboxylic acid C(C)(C)NC(CN1CCN(CC1)C1=CC(=C2C(=N1)C(=CS2)C(=O)O)C(F)(F)F)=O